7-bromo-2-(5-(5-chloro-2-fluorophenyl)-1H-imidazol-4-yl)-1,5-naphthyridine BrC1=CN=C2C=CC(=NC2=C1)C=1N=CNC1C1=C(C=CC(=C1)Cl)F